Iron (acetate) C(C)(=O)[O-].[Fe+2].C(C)(=O)[O-]